C1(CC1)N[C@H]1CN(CC1)C1=CC=C(N=N1)C1=C(C=C(C(=C1)F)C1=CN=NC(=C1)OC)O 2-{6-[(3R)-3-(cyclopropylamino)pyrrolidin-1-yl]pyridazin-3-yl}-4-fluoro-5-(6-methoxypyridazin-4-yl)phenol